C(C)N1C(=NC=2C1=NC(=CC2)C=2C=CN1N=C(N=CC12)NCCOC(C)C)C 5-(3-ethyl-2-methyl-3H-imidazo[4,5-b]pyridin-5-yl)-N-(2-isopropoxyethyl)pyrrolo[2,1-f][1,2,4]triazin-2-amine